C(C)C=1C=NN2C1N=C(C=C2NCC=2C=CC(=NC2)OCCCCCN2C=CC=C(C2=O)F)N2[C@@H](CCCC2)CCO 1-[5-[[5-[[[3-ethyl-5-[(2S)-2-(2-hydroxyethyl)-1-piperidyl]pyrazolo[1,5-a]pyrimidin-7-yl]amino]methyl]-2-pyridyl]oxy]pentyl]-5-fluoro-6-oxo-pyridine